N-[2-(4-{[(2,4-DIMETHOXYPHENYL)METHYL]AMINO}CINNOLIN-7-YL)-4-(4,4,5,5-TETRAMETHYL-1,3,2-DIOXABOROLAN-2-YL)PHENYL]-3-METHYLBUTANAMIDE COC1=C(C=CC(=C1)OC)CNC1=CN=NC2=CC(=CC=C12)C1=C(C=CC(=C1)B1OC(C(O1)(C)C)(C)C)NC(CC(C)C)=O